O[C@@H]1[C@@H](C2CC(CC[C@@]2(C2CC[C@@]3(C(CCC3C12)=O)C)C)CCC1CNCC1)CO (6S,7S,10R,13S)-7-hydroxy-6-(hydroxymethyl)-10,13-dimethyl-3-(2-(pyrrolidin-3-yl)ethyl)tetradecahydro-1H-cyclopenta[a]phenanthren-17(2H)-one